OB1OC2=C(C=C1)C=C(C=C2)NC2=NC=C(C(=N2)N[C@H]2[C@@H](CCC2)C#N)C (trans)-2-((2-((2-hydroxy-2H-benzo[e][1,2]oxaborinin-6-yl)amino)-5-methylpyrimidin-4-yl)amino)cyclopentane-1-carbonitrile